[4-Bromo-2-(methoxymethoxy)phenyl](phenyl)methanone BrC1=CC(=C(C=C1)C(=O)C1=CC=CC=C1)OCOC